COC1=CC=C(OC(C(=O)N)CC(O)(C2=CC=CC=C2)C)C=C1 4-methoxyphenoxy(methyl-(phenyl)-2-hydroxyethyl)acetamide